NC=1C=C2CCC(N(C2=CC1)[C@@H](C)C1=CC(=CC=C1)C(F)(F)F)=O 6-amino-1-[(1S)-1-[3-(trifluoromethyl)phenyl]ethyl]-3,4-dihydroquinolin-2-one